BrC1=CC(=C(C=C1)CC(OCC)(OCC)OCC)F 4-Bromo-2-fluoro-1-(2,2,2-triethoxyethyl)benzene